C(C(O)(C)[2H])(=O)[O-] [2-2H]-lactate